FC1=CC=C2C(=CC=NC2=C1)CC(=O)OC Methyl (7-fluoroquinolin-4-yl)acetate